[Ni+2].[Cu+2].C(CC(O)(C(=O)[O-])CC(=O)[O-])(=O)[O-] citrate copper nickel